CC=1C=C(C=C2C(NC(=NC12)C=1C=C2C(=NC1)C=CS2)=O)CCN2CCOCCC2 8-methyl-6-(2-[1,4]oxaazepan-4-yl-ethyl)-2-thieno[3,2-b]pyridin-6-yl-3H-quinazolin-4-one